C(ONC(=O)C1=C(N=C(S1)NCC1=CC=C(C=C1)OC)C(=O)NC1=C(C(=C(C(=C1F)F)C1=CC(=CC=C1)OC([2H])([2H])[2H])F)F)([2H])([2H])[2H] N5-(Methoxy-d3)-2-((4-methoxybenzyl)amino)-N4-(2,3,5,6-tetrafluoro-3'-(methoxy-d3)-[1,1'-biphenyl]-4-yl)thiazole-4,5-dicarboxamide